OCC1=CC(=NC=C1)NC=1N=C2N(C=C(C=C2)C#N)C1 2-((4-(hydroxymethyl)pyridin-2-yl)amino)imidazo[1,2-a]pyridine-6-carbonitrile